fluorocobalt F[Co]